C1N(CC2=CC=CC=C12)C1=NC2=C(C=C(C=C2C(N1[C@@H]1COCCC1)=O)C)C(C)NC1=C(C(=O)O)C=CC=C1 2-((1-(2-(Isoindolin-2-yl)-6-methyl-4-oxo-3-((S)-tetrahydro-2H-pyran-3-yl)-3,4-dihydroquinazolin-8-yl)ethyl)amino)benzoic acid